tert-butyl (3aR,7aS)-5-(2-(2,6-dioxopiperidin-3-yl)-1,3-dioxoisoindolin-5-yl)octahydro-2H-pyrrolo[3,4-c]pyridine-2-carboxylate O=C1NC(CCC1N1C(C2=CC=C(C=C2C1=O)N1C[C@H]2[C@H](CC1)CN(C2)C(=O)OC(C)(C)C)=O)=O